C(C)(C)(C)OC(=O)C1=CC=NC2=CC=C(C=C12)N1[C@H]([C@@H](OCC1)C)COC 6-((2s,3s)-3-(methoxymethyl)-2-methylmorpholino)quinoline-4-carboxylic acid tert-butyl ester